CN1N=CC(=C1)S(=O)(=O)C(C)(C)C1CCN(CC1)C(=O)NC1=CN=NC=C1 4-(2-((1-methyl-1H-pyrazol-4-yl)sulfonyl)propan-2-yl)-N-(pyridazin-4-yl)piperidine-1-carboxamide